CN(CCOCCN)C 2-(2-dimethylamino-ethoxy)-ethylamine